N[C@@]1(CCC2=CC=CC=C12)N=C=O (S)-(+)-1-aminoindanyl isocyanate